2-((1-(3-(2-aminopyrimidin-5-yl)-4,7-dimethyl-5-oxo-4,5-dihydroimidazo[1,5-a]quinazolin-9-yl)ethyl)amino)-5-fluorobenzamide NC1=NC=C(C=N1)C=1N=CN2C1N(C(C1=CC(=CC(=C21)C(C)NC2=C(C(=O)N)C=C(C=C2)F)C)=O)C